9-cyano-ethyl-acridine tert-butyl-(R)-3-(4-(3H-[1,2,3]triazolo[4,5-b]pyridin-3-yl)-N-(6-bromoisoquinolin-1-yl)-2-fluorobenzamido)piperidine-1-carboxylate C(C)(C)(C)OC(=O)N1C[C@@H](CCC1)N(C(C1=C(C=C(C=C1)N1N=NC=2C1=NC=CC2)F)=O)C2=NC=CC1=CC(=CC=C21)Br.C(#N)C=2C1=CC=CC=C1N=C1C=CC=C(C21)CC